CC1=C(C(=CC=C1)C)N1CN(C=C1)C1=C(C=CC=C1C)C 1,3-bis(2,6-dimethylphenyl)imidazole